3,5-dimethyl-2-[6-[rac-(4aS,8aR)-3,4a,5,7,8,8a-hexahydro-2H-pyrano[4,3-b][1,4]oxazin-4-yl]pyridazin-3-yl]phenol CC=1C(=C(C=C(C1)C)O)C=1N=NC(=CC1)N1[C@@H]2[C@H](OCC1)CCOC2 |r|